indenoacridine C1=CC=CC=2NC3=CC=C4C(C3=CC12)=CC=1C=CC=CC14